2-(N-azetidinylcarbamoyl)-5-chloropyridin-3-yl 3-azido-3-deoxy-1-thio-alpha-D-galactopyranoside N(=[N+]=[N-])[C@@H]1[C@H]([C@@H](SC=2C(=NC=C(C2)Cl)C(NN2CCC2)=O)O[C@@H]([C@@H]1O)CO)O